C(C=C)(=O)OOC=1C(C(=O)O)=CC=CC1 acryloyloxysalicylic acid